BrC1=CC=C(C=C1)C(C=1C(=NN(C1O)C=1SC=C(N1)C1=C(C=CC=C1)OC)C)C=1C(=NN(C1O)C=1SC=C(N1)C1=C(C=CC=C1)OC)C 4,4'-(4-bromophenyl)methylenebis(1-(4-(2-methoxyphenyl)thiazol-2-yl)-3-methylpyrazol-5-ol)